(S)-6-((1-((1-Amino-3-hydroxy-2-methylpropan-2-yl)sulfonyl)cyclopropyl)methyl)-N-(4-chlorobenzyl)-1-methyl-7-oxo-4,5,6,7-tetrahydro-1H-pyrazolo[3,4-c]pyridine-3-carboxamide NC[C@](CO)(C)S(=O)(=O)C1(CC1)CN1C(C2=C(CC1)C(=NN2C)C(=O)NCC2=CC=C(C=C2)Cl)=O